C(C)C1=CC=CC2=C(C3=CC=CC=C3C(=C12)O)O 1-ethylanthracene-9,10-diol